5-(4-((3-ethyl-2,4-dioxo-1,2,3,4-tetrahydrothieno[2,3-d]pyrimidin-6-yl)methyl)piperazin-1-yl)-N-methylpicolinamide formate C(=O)O.C(C)N1C(NC2=C(C1=O)C=C(S2)CN2CCN(CC2)C=2C=CC(=NC2)C(=O)NC)=O